BrC=1C=CC(=C(OC=2C=CC=3N(N2)C=NC(C3C3=C(C=CC=C3Cl)Cl)=O)C1)Cl 2-(5-bromo-2-chlorophenoxy)-5-(2,6-dichlorophenyl)-6H-pyrimido[1,6-b]pyridazin-6-one